O[C@@H]1C[C@H](NC1)C(=O)N(CC1=CC=C(C=C1)OC1=CC=CC=C1)C (2S,4R)-4-hydroxy-N-methyl-N-(4-phenoxybenzyl)pyrrolidine-2-carboxamide